thiopyranAt S1C(C=CC=C1)C(=O)[O-]